ClC=1C=NN(C1C1=NN2C(N(C(CC2)=O)CC2=CC(=C(C=C2)C2=NC=CC=C2COC)Cl)=C1)C(C)C 2-(4-chloro-1-isopropyl-1H-pyrazol-5-yl)-4-(3-chloro-4-(3-(methoxymethyl)pyridin-2-yl)benzyl)-6,7-dihydropyrazolo[1,5-a]pyrimidin-5(4H)-one